FC1=CC(=C(C=C1)C1=C(C=NN1C)CN1C=NC(=C1)C#N)C=O 1-((5-(4-fluoro-2-formylphenyl)-1-methyl-1H-pyrazol-4-yl)methyl)-1H-imidazole-4-carbonitrile